5-Fluoro-2-[(4-{6-[(1S,3S,4R)-5-methylidene-2-azabicyclo[2.2.2]octane-3-carbonyl]-2,6-diazaspiro[3.3]heptan-2-yl}pyrimidin-5-yl)oxy]-N,N-di(propan-2-yl)benzamide FC=1C=CC(=C(C(=O)N(C(C)C)C(C)C)C1)OC=1C(=NC=NC1)N1CC2(C1)CN(C2)C(=O)[C@H]2N[C@@H]1CC([C@H]2CC1)=C